(Z)-1-(3-(3-(4-(trifluoromethyl)phenyl)prop-1-en-1-yl)pyrrolidin-1-yl)prop-2-en-1-one FC(C1=CC=C(C=C1)C\C=C/C1CN(CC1)C(C=C)=O)(F)F